2,2-bis(isopropoxycarbothioylsulfanyl)acetate C(C)(C)OC(=S)SC(C(=O)[O-])SC(=S)OC(C)C